(R)-N-(6-fluoro-5-methylpyridin-3-yl)-1,2,4-trimethyl-5-(2-oxo-2-((1,1,1-trifluoropropan-2-yl)amino)acetyl)-1H-pyrrole-3-carboxamide FC1=C(C=C(C=N1)NC(=O)C1=C(N(C(=C1C)C(C(N[C@@H](C(F)(F)F)C)=O)=O)C)C)C